(E)-3-(dimethylamino)-1-(o-tolyl)prop-2-en-1-one CN(/C=C/C(=O)C1=C(C=CC=C1)C)C